CNC1C(CCCC1)N N-methylcyclohexane-1,2-diamine